4-((nitrooxy)methyl)cyclohexane-1-carboxylic acid [N+](=O)([O-])OCC1CCC(CC1)C(=O)O